(3-(1-(6-cyano-2-phenyl-1H-indol-3-yl)-2-nitroethyl)phenyl)boronic acid C(#N)C1=CC=C2C(=C(NC2=C1)C1=CC=CC=C1)C(C[N+](=O)[O-])C=1C=C(C=CC1)B(O)O